N-(4-(2-chlorophenyl)tetrahydro-2H-pyran-4-carbonyl)-O-((1S,3S)-3-(2-(5,6,7,8-tetrahydro-1,8-naphthyridin-2-yl)ethyl)cyclobutyl)-L-homoserine ClC1=C(C=CC=C1)C1(CCOCC1)C(=O)N[C@@H](CCOC1CC(C1)CCC1=NC=2NCCCC2C=C1)C(=O)O